2-fluoro-4-propyl-benzoyl chloride FC1=C(C(=O)Cl)C=CC(=C1)CCC